(3-aminophenyl)-4-(methylamino)-5H-naphtho[1,8-cd]isothiazol-5-one-1,1-dioxide hydrochloride salt Cl.NC=1C=C(C=CC1)C1=C(C(C2=CC=CC3=C2C1=NS3(=O)=O)=O)NC